P(=O)(=O)NC(=O)N (phospho)urea